2-amino-5-(2,4-dichloro-3-(2-hydroxyethyl)-1H-pyrrolo[2,3-b]pyridin-5-yl)-N,N-dimethylbenzamide NC1=C(C(=O)N(C)C)C=C(C=C1)C=1C(=C2C(=NC1)NC(=C2CCO)Cl)Cl